N-vinyl-hydroxy-acetoamide C(=C)NC(CO)=O